((4-bromo-2-fluorophenoxy)methyl)piperidine-1-carboxylic acid tert-butyl ester C(C)(C)(C)OC(=O)N1C(CCCC1)COC1=C(C=C(C=C1)Br)F